7-bromo-6-iodo-N-methyl-N-(4,4,4-trifluorobutyl)isoquinolin-3-amine BrC1=C(C=C2C=C(N=CC2=C1)N(CCCC(F)(F)F)C)I